(S)-3-((3-ethoxybenzyl)amino)-4-oxo-4,6,7,8-tetrahydro-pyrrolo[1,2-a]pyrimidine-6-carboxylic acid C(C)OC=1C=C(CNC2=CN=C3N(C2=O)[C@@H](CC3)C(=O)O)C=CC1